1,3-dimethyl-4,5,6,7-tetrahydroindenyl-titanium trichloride [Cl-].[Cl-].[Cl-].CC1C(=C(C=2CCCCC12)C)[Ti+3]